C(O)(O)=O.C(C=C)C=C allyl Ethylene Carbonate